CC(C=C)(C=C)C 3,3-dimethylpentadiene